4-{7,7'-difluoro-2'-methyl-[5,5'-biindazol]-2-yl}piperidine-1-carboxylic acid tert-butyl ester C(C)(C)(C)OC(=O)N1CCC(CC1)N1N=C2C(=CC(=CC2=C1)C1=CC2=CN(N=C2C(=C1)F)C)F